CC=1CCCC(C1)C=1C(=C(C(=CC1O)CCCCC)C1=NC(=NO1)C)O 5'-methyl-3-(3-methyl-1,2,4-oxadiazol-5-yl)-4-pentyl-1',2',3',4'-tetrahydro-[1,1'-biphenyl]-2,6-diol